C(#C)C1=C2C=CC(=CC2=CC=C1)N 5-ethynyl-naphthalen-2-amine